(S)-2-(4-(2-(1-Cyclopropylethyl)-7-(methylsulfonyl)-1-oxoisoindolin-5-yl)pyridin-2-yl)-4-methyl-N-(2-oxaspiro[3.3]heptan-6-yl)-1H-imidazole-5-carboxamide C1(CC1)[C@H](C)N1C(C2=C(C=C(C=C2C1)C1=CC(=NC=C1)C=1NC(=C(N1)C)C(=O)NC1CC2(COC2)C1)S(=O)(=O)C)=O